6-oxo-1-[3-(trifluoromethyl)phenyl]-1,6-dihydropyridine-3-carboxylate O=C1C=CC(=CN1C1=CC(=CC=C1)C(F)(F)F)C(=O)[O-]